Cl.C1(=CC=CC=C1)C(C(=O)N1CCC12CCNCC2)C2=CC=CC=C2 2,2-diphenyl-1-(1,7-diazaspiro[3.5]nonan-1-yl)ethanone hydrochloride